C1(CC1)CN=CC1=C(C=C(C=C1)C(F)(F)F)O 2-(((Cyclopropylmethyl)imino)methyl)-5-(trifluoromethyl)phenol